C(C1=CC=CC=C1)N1[C@H]2C(N(C[C@@H]1CC2)C(=O)OC(C)(C)C)C(C(F)F)=O tert-butyl (1R,5S)-8-benzyl-2-(2,2-difluoroacetyl)-3,8-diazabicyclo[3.2.1]octane-3-carboxylate